N-[3-(5-chloro-1,3-benzoxazol-2-yl)-1-bicyclo[1.1.1]pentanyl]-2-(trifluoromethyl)pyridine-4-carboxamide ClC=1C=CC2=C(N=C(O2)C23CC(C2)(C3)NC(=O)C3=CC(=NC=C3)C(F)(F)F)C1